ClC=1C=C(C=CC1F)C=1N=CN(C1C=1C=CC=2N(C1)C(=CN2)C#N)C2CC(C2)(F)F 6-(4-(3-chloro-4-fluorophenyl)-1-(3,3-difluorocyclobutyl)-1H-imidazol-5-yl)imidazo[1,2-a]pyridine-3-carbonitrile